ClC=1C=NC(=C(C(=O)NC2CCC(CC2)CN2C(N(C3=C2C=CC=C3)C3=NC=C(C=C3)N(C)C)=O)C1)C(F)F 5-chloro-2-(difluoromethyl)-N-((1r,4r)-4-((3-(5-(dimethyl-amino)pyridin-2-yl)-2-oxo-2,3-dihydro-1H-benzo[d]imidazol-1-yl)methyl)cyclohexyl)nicotinamide